(R)-N-(4-cyanobenzyl)-8-((1-((3-hydroxypyrrolidin-1-yl)sulfonyl)cyclopropyl)methoxy)-1-methyl-2-oxo-1,2-dihydro-1,7-naphthyridine-3-carboxamide C(#N)C1=CC=C(CNC(=O)C=2C(N(C3=C(N=CC=C3C2)OCC2(CC2)S(=O)(=O)N2C[C@@H](CC2)O)C)=O)C=C1